OC=1C=C(C=CC1O)C[C@H](C(=O)O)OC(\C=C\C1=CC(=C(C=C1)O)O)=O 3-(3,4-dihydroxyphenyl)-2R-{[3-(3,4-dihydroxyphenyl)prop-2E-enoyl]oxy}propanoic acid